C(C1=CC=CC=C1)N1CCC(CC1)(C(=O)O)C=1C=C(C(=NC1)C=1C(=NC=C(C1)F)OC)F 1-benzyl-4-{3,5'-difluoro-2'-methoxy-[2,3'-bipyridyl]-5-yl}piperidine-4-carboxylic acid